[2-(2-methoxyphenyl)thiazol-5-yl]methanol ethyl-2-[[3-[5-[4-(1,1-difluoroethyl)-3-methyl-2,6-dioxo-pyrimidin-1-yl]-4-fluoro-2-nitro-phenoxy]-2-pyridyl]oxy]acetate C(C)C(C(=O)OCC1=CN=C(S1)C1=C(C=CC=C1)OC)OC1=NC=CC=C1OC1=C(C=C(C(=C1)N1C(N(C(=CC1=O)C(C)(F)F)C)=O)F)[N+](=O)[O-]